6-CHLOROPYRIDAZINE-3-CARBALDEHYDE ClC1=CC=C(N=N1)C=O